FC=1C=C(C=CC1F)[C@H]1N([C@H](CC1)C)C(CN1C(O[C@]2(C1=O)CCC1=CC(=C(C=C12)F)NC(=O)NC)=O)=O 1-((R)-3'-(2-((2S,5S)-2-(3,4-difluorophenyl)-5-methylpyrrolidin-1-yl)-2-oxoethyl)-6-fluoro-2',4'-dioxo-2,3-dihydrospiro[indene-1,5'-oxazolidine]-5-yl)-3-methylurea